C(C)C1=C(O[Si](=S(OC2=CC=CC=C2)C(C2=CC=CC=C2)O)C2=CC=CC=3OC4=CC=CC=C4SC23)C=CC=C1 ethyl-(hydroxybenzyl)diphenoxysilaneThioyl-(phenoxathiine)